7-benzylbenzopyrimidine C(C1=CC=CC=C1)C1=CC2=C(C=NC=N2)C=C1